C(C)(C)(C)OC(CN1C(N(CC12CCC(CC2)(C2=CC=CC=C2)N(C)C)CC2=CC=C(C=C2)OC)=O)=O cis-2-[8-dimethylamino-3-[(4-methoxyphenyl)methyl]-2-oxo-8-phenyl-1,3-diazaspiro[4.5]decan-1-yl]-acetic acid tert-butyl ester